[3,8-dimethyl-5H,8H-imidazo[1,5-a]pyrazin-1-yl]-2-(propan-2-yl)pyridine CC1=NC(=C2N1CC=NC2C)C=2C(=NC=CC2)C(C)C